2,5-dimethyl-2,5-di(tert-butyl-peroxy)hexane ethyl-2-(3-bromo-6-methyl-2-oxopyrazin-1(2H)-yl)acetate C(C)OC(CN1C(C(=NC=C1C)Br)=O)=O.CC(C)(CCC(C)(OOC(C)(C)C)C)OOC(C)(C)C